N-((2s,3s)-1-(2-hydroxy-2-methylpropanoyl)-2-((2,3',5'-trifluorobiphenyl-3-yl)methyl)pyrrolidin-3-yl)methanesulfonamide OC(C(=O)N1[C@H]([C@H](CC1)NS(=O)(=O)C)CC=1C(=C(C=CC1)C1=CC(=CC(=C1)F)F)F)(C)C